FC1=C(C=C(C=C1)F)CC#N 2-(2,5-difluorophenyl)acetonitrile